ethyl 1-(trans-1-(tert-butoxycarbonyl)-4-hydroxypyrrolidin-3-yl)-1H-pyrazole-4-carboxylate C(C)(C)(C)OC(=O)N1C[C@H]([C@@H](C1)O)N1N=CC(=C1)C(=O)OCC